C(CCCCCCCCCCC)(=O)OCI Iodomethyl n-Dodecanoate